COC=1C=C2C(=CNC2=CC1)CCCNS(=O)(=O)C1=CC=C(C=C1)OCCCN1CCN(CC1)C N-(3-(5-methoxy-1H-indol-3-yl)propyl)-4-(3-(4-methylpiperazin-1-yl)propoxy)benzenesulfonamide